[Cl-].C(CCC)O[Si](CCC[N+](C)(C)CCCCCCCCCC)(OCCCC)OCCCC 3-(tributoxysilyl)propyl-n-decyldimethyl-ammonium chloride